FC(O[C@H]1C[C@H](C1)CO)(F)F (Cis-3-(trifluoromethoxy)cyclobutyl)methanol